4-amino-N-(1-((3-chlorophenyl)amino)-6-methylisoquinolin-5-yl)imidazo[2,1-f][1,2,4]triazine-7-carboxamide NC1=NC=NN2C1=NC=C2C(=O)NC2=C1C=CN=C(C1=CC=C2C)NC2=CC(=CC=C2)Cl